ethyl 1-{1-[4-chloro-4'-(piperazin-1-yl) [1,1'-biphenyl]-2-yl]piperidin-3-yl}-5-(difluoromethyl)-1H-pyrazole-4-carboxylate hydrochloride Cl.ClC1=CC(=C(C=C1)C1=CC=C(C=C1)N1CCNCC1)N1CC(CCC1)N1N=CC(=C1C(F)F)C(=O)OCC